O1CCN(CC1)CCCNCCC(=O)O 3-((3-morpholinopropyl)amino)propanoic acid